bis(2-((R)-pyrrolidin-3-yl)propanoic acid) hydrochloride Cl.N1C[C@H](CC1)C(C(=O)O)C.N1C[C@H](CC1)C(C(=O)O)C